benzimidazolyl carbamate C(N)(OC=1NC2=C(N1)C=CC=C2)=O